(2-(1-(cyclopropylmethyl)-7-(1-(3-hydroxy-3-(trifluoromethyl)cyclobutane-1-carbonyl)piperidin-4-yl)-1H-indol-2-yl)-4-fluoro-3-methylpyrazolo[1,5-a]pyridin-6-yl)methanone C1(CC1)CN1C(=CC2=CC=CC(=C12)C1CCN(CC1)C(=O)C1CC(C1)(C(F)(F)F)O)C1=NN2C(C(=CC(=C2)C=O)F)=C1C